The molecule is an amino acid zwitterion resulting from transfer of a proton from the carboxy to the amino group of N,N-dimethylglycine; major species at pH 7.3. It is a tautomer of a N,N-dimethylglycine. C[NH+](C)CC(=O)[O-]